C(C)C=1C(=CC=C2C=C(C=C(C12)C1=C(C=2N=C(N=C(C2C=N1)N1CCC(CCC1)C(=O)O)OC[C@]12CCCN2C[C@@H](C1)F)F)O)F 1-(7-(8-ethyl-7-fluoro-3-hydroxynaphthalen-1-yl)-8-fluoro-2-(((2R,7aS)-2-fluorotetrahydro-1H-pyrrolizin-7a(5H)-yl)methoxy)pyrido[4,3-d]pyrimidin-4-yl)azepane-4-carboxylic acid